3-methyl-7-(((S)-3-methylpiperidin-1-yl)methyl)-1H-pyrrolo[3,2-b]pyridine-5-carboxamide CC1=CNC=2C1=NC(=CC2CN2C[C@H](CCC2)C)C(=O)N